FC1(C2CC(CC12)C(NC(=O)C1=NON=C1C)C=1N=C2N(N=CC(=C2)CN2C(N[C@@H](C2)C(F)(F)F)=O)C1)F N-((6,6-difluorobicyclo[3.1.0]hexan-3-yl)(7-(((S)-2-oxo-4-(trifluoromethyl)imidazolidin-1-yl)methyl)imidazo[1,2-b]pyridazin-2-yl)methyl)-4-methyl-1,2,5-oxadiazole-3-carboxamide